C(C)(C)(C)OC(=O)N[C@H](C(=O)OC)CCI methyl (S)-2-((tert-butoxycarbonyl) amino)-4-iodobutyrate